C(C)(C)(C)OC(=O)N1[C@@H]2[C@@H]([C@@H](C[C@H]1CCC2)O)F |r| rac-(1S,2S,3R,5R)-2-fluoro-3-hydroxy-9-azabicyclo[3.3.1]nonane-9-carboxylic acid tert-butyl ester